ClC1=C(C=2N=C(N=C(C2C(=N1)NCCCl)O)SC)F 7-chloro-5-((2-chloroethyl)amino)-8-fluoro-2-(methylthio)pyrido[4,3-d]pyrimidin-4-ol